O=C1NN=C2N1C=CC=C2 3-oxo-2H,3H-[1,2,4]triazolo[4,3-a]pyridin